methyl 1-(3-bromophenyl)-6-oxo-pyridazine-3-carboxylate BrC=1C=C(C=CC1)N1N=C(C=CC1=O)C(=O)OC